ClC1=C(C(=CC=C1Cl)C(F)(F)F)C1CC(C(C(C1)=O)=CNCCN(C)C)=O 5-(2,3-dichloro-6-(trifluoromethyl)phenyl)-2-(((2-(dimethylamino)ethyl)amino)methylene)cyclohexane-1,3-dione